CC(CO)CCC(CCCC(C)C)C 2,5,9-trimethyl-decyl alcohol